7-methylquinolin-3-amine CC1=CC=C2C=C(C=NC2=C1)N